C(C1=CC=CC=C1)OC1=C(C(=O)NC2=CC=C(C=C2)S(=O)(=O)N2CCN(CC2)C2=CC(=CC=C2)C(F)(F)F)C=CC=C1 2-Benzyloxy-N-[4-[4-[3-(trifluoromethyl)phenyl]piperazin-1-yl]sulfonylphenyl]benzamide